3,4-dimethyl-1-cyclopentyl acrylate C(C=C)(=O)OC1CC(C(C1)C)C